di(tertiary butyl-peroxyisopropyl)benzene C(C)(C)(C)OOC(C)(C)C1=C(C=CC=C1)C(C)(C)OOC(C)(C)C